FC(C=1C(=C2C(=NC1)NC=C2)C2CCN(CC2)C=O)(F)F (4-(5-(trifluoromethyl)-1H-pyrrolo[2,3-b]pyridin-4-yl)piperidin-1-yl)methanone